2-(2-chlorobenzyl)-8-methyl-N-(3-methylbenzyl)-4,5-dihydro-2H-furo[2,3-g]indazole-7-carboxamide ClC1=C(CN2N=C3C4=C(CCC3=C2)OC(=C4C)C(=O)NCC4=CC(=CC=C4)C)C=CC=C1